1-(8-amino-6-(4-methylpyridin-3-yl)-2,7-naphthyridin-3-yl)-3-(azetidine-3-yl)urea NC=1N=C(C=C2C=C(N=CC12)NC(=O)NC1CNC1)C=1C=NC=CC1C